(3-(cyclobutylthio)pyridin-2-yl)methylamine C1(CCC1)SC=1C(=NC=CC1)CN